1-(1,3-Difluoropropan-2-yl)-N-((1,2,3,5,6,7-hexahydro-s-indacen-4-yl)carbamoyl)azetidine-3-sulfonamide, potassium salt [K].FCC(CF)N1CC(C1)S(=O)(=O)NC(NC1=C2CCCC2=CC=2CCCC12)=O